(S)-4-(4-bromo-5-fluoro-2-methyl-1H-indole-7-carbonyl)-3-(2-hydroxyethyl)piperazine-1-carboxylic acid tert-butyl ester C(C)(C)(C)OC(=O)N1C[C@@H](N(CC1)C(=O)C=1C=C(C(=C2C=C(NC12)C)Br)F)CCO